N-cyclopropyl-2-(difluoromethoxy)-6-methoxy-4-[7-[3-(8-oxa-3-azabicyclo[3.2.1]octan-3-yl)propoxy]imidazo[1,2-a]pyridin-3-yl]benzamide C1(CC1)NC(C1=C(C=C(C=C1OC)C1=CN=C2N1C=CC(=C2)OCCCN2CC1CCC(C2)O1)OC(F)F)=O